NCC1=CC(=NC=C1)OCC1CCN(CC1)C(=O)OC(C)(C)C tert-butyl 4-(((4-(aminomethyl)pyridin-2-yl)oxy)methyl)piperidine-1-carboxylate